[Si](C1=CC=CC=C1)(C1=CC=CC=C1)(C(C)(C)C)O[C@H](CC/C=C/C[C@@](C(=O)OCC)(C(F)(F)F)O)C ethyl (2R,8S,E)-8-((tert-butyldiphenylsilyl)oxy)-2-hydroxy-2-(trifluoromethyl)non-4-enoate